(S)-4-((1-(tert-Butoxycarbonyl)piperidin-3-yl)amino)-2-(cyclopropylamino)pyrimidine-5-carboxylic acid C(C)(C)(C)OC(=O)N1C[C@H](CCC1)NC1=NC(=NC=C1C(=O)O)NC1CC1